S(=O)(=O)(OC1=C2C(=CNC2=CC=C1)CCN(C(C)C)C(C)C)O 3-(2-(diisopropyl-amino)ethyl)-1H-indol-4-yl hydrogen sulfate